BrCC1=NC2=CC=C(C=C2N=C1CBr)OC 2,3-bis(bromomethyl)-6-methoxyquinoxaline